2-Fluoro-5-(5-(4-methoxy-piperidin-1-yl)-1H-indazol-1-yl)phenol FC1=C(C=C(C=C1)N1N=CC2=CC(=CC=C12)N1CCC(CC1)OC)O